N-(8-Cyclopentyl-7H-purin-6-yl)-2-(3-fluoro-5-(1-(4-fluorophenyl)-1H-pyrazol-4-yl)Phenyl)acetamide C1(CCCC1)C1=NC2=NC=NC(=C2N1)NC(CC1=CC(=CC(=C1)C=1C=NN(C1)C1=CC=C(C=C1)F)F)=O